5-Hydroxy-1-(4-sulfophenyl)-4-(4-sulfophenylazo)pyrazol OC1=C(C=NN1C1=CC=C(C=C1)S(=O)(=O)O)N=NC1=CC=C(C=C1)S(=O)(=O)O